1-(3,5-difluoropyridin-2-yl)-7-[(3R,4R)-3,4-dihydroxypyrrolidin-1-yl]-6-fluoro-N-(3-methylpent-3-yl)-4-oxo-1,4-dihydro-1,8-naphthyridine-3-carboxamide FC=1C(=NC=C(C1)F)N1C=C(C(C2=CC(=C(N=C12)N1C[C@H]([C@@H](C1)O)O)F)=O)C(=O)NC(CC)(CC)C